Z-trimethylolpropane C(O)C(CC)(CO)CO